ethyl 5-methyl-2-[2-oxo-4-(2-oxoethyl)pyridin-1-yl]hexanoate CC(CCC(C(=O)OCC)N1C(C=C(C=C1)CC=O)=O)C